{[3-([3-chloro-5-fluoro-6-[3-methyl-2,6-dioxo-4-(trifluoromethyl)-3,6-dihydropyrimidin-1(2H)-yl]pyridin-2-yl]oxy)pyridin-2-yl]oxy}acetic acid ClC=1C(=NC(=C(C1)F)N1C(N(C(=CC1=O)C(F)(F)F)C)=O)OC=1C(=NC=CC1)OCC(=O)O